3-(3-(2-Fluoroethoxy)-5-(2-methoxyethoxy)phenyl)-4-((R)-3-(2-(5,6,7,8-tetrahydro-1,8-naphthyridin-2-yl)ethyl)pyrrolidin-1-yl)butanoic acid FCCOC=1C=C(C=C(C1)OCCOC)C(CC(=O)O)CN1C[C@@H](CC1)CCC1=NC=2NCCCC2C=C1